BrC1=CC(=CC=2N=C(OC21)N2CC1N(C(C2)C1)C(=O)OC(C)(C)C)C(F)(F)F tert-Butyl 3-(7-bromo-5-(trifluoromethyl)benzo[d]oxazol-2-yl)-3,6-diazabicyclo[3.1.1]heptane-6-carboxylate